CC(CCCCCCC=O)C 8-Methylnonanal